BrC1=C(C=2N(C=C1)N=C(N2)NC2C(CN(CC2)C(=O)OC(C)(C)C)C)OCC tert-butyl 4-((7-bromo-8-ethoxy-[1,2,4]triazolo[1,5-a]pyridin-2-yl) amino)-3-methylpiperidine-1-carboxylate